tert-butyl ((1R)-8-(5-((2,3-dichlorophenyl)thio)-3-(1,2-dihydroxyethyl)-6-methylpyrazin-2-yl)-8-azaspiro[4.5]decan-1-yl)carbamate ClC1=C(C=CC=C1Cl)SC=1N=C(C(=NC1C)N1CCC2(CCC[C@H]2NC(OC(C)(C)C)=O)CC1)C(CO)O